FC=1C=NC(=NC1)N1CC(N(CC1)C(=O)C1=C(OC=2N=CN=C(C21)NC2(CC2)C)C)C 5-[4-(5-fluoropyrimidin-2-yl)-2-methylpiperazine-1-carbonyl]-6-methyl-N-(1-methylcyclopropyl)furo[2,3-d]pyrimidin-4-amine